NCCCC[C@H](C(=O)N[C@H](C(=O)N[C@H](C(=O)N[C@H](C=O)CCCCN)C)C)C(C(=O)N)CCCCCCCCCCCCCC ((S)-6-amino-1-(((S)-1-(((S)-1-(((S)-6-amino-1-oxohexan-2-yl)amino)-1-oxopropan-2-yl)amino)-1-oxopropan-2-yl)amino)-1-oxohexan-2-yl)palmitamide